3-(4-((5-aminopentyl)oxy)-1-oxoisoindolin-2-yl)piperidine-2,6-dione NCCCCCOC1=C2CN(C(C2=CC=C1)=O)C1C(NC(CC1)=O)=O